(2-chloroethyl)-4-methylbenzenesulfonamide ClCCC1=C(C=CC(=C1)C)S(=O)(=O)N